CC1(CC=2N(CC1)N=CC2C2=CC(=NC=C2)NC(=O)[C@@H]2C[C@@H](CCC2)NC(OC(C)(C)C)=O)C tert-butyl ((1R,3S)-3-((4-(5,5-dimethyl-4,5,6,7-tetrahydropyrazolo[1,5-a]pyridin-3-yl)pyridin-2-yl)carbamoyl)cyclohexyl)carbamate